(4-methoxyphenyl)[4-(2-methylpropyl)phenyl]iodonium hexafluorophosphate F[P-](F)(F)(F)(F)F.COC1=CC=C(C=C1)[I+]C1=CC=C(C=C1)CC(C)C